5-benzyl-N-(4-(5-(4-cyanobutoxy)-2-methylphenyl)pyridin-2-yl)-4H-1,2,4-triazole-3-carboxamide C(C1=CC=CC=C1)C=1NC(=NN1)C(=O)NC1=NC=CC(=C1)C1=C(C=CC(=C1)OCCCCC#N)C